C(C1=CC=CC=C1)OC1=C(C(=C(C(=O)OC)C(=C1Br)O)O)Br methyl 4-(benzyloxy)-3,5-dibromo-2,6-dihydroxybenzoate